(2-(tert-butyldimethylsilyloxy) ethyl) disulfide [Si](C)(C)(C(C)(C)C)OCCSSCCO[Si](C)(C)C(C)(C)C